OC1=CC=C(C=C1)C1=CC(=C(C=C1)O)C 4-(4-hydroxyphenyl)-2-methylphenol